CC1CC2C(CC1COC(CCCCC(=O)OCC1CC3C(CC1C)O3)=O)O2 bis((3,4-epoxy- 6-methylcyclohexyl)methyl)adipate